1-[cis-4-(3-{5-[(R)-(1,3-dimethyl-azetidin-3-yl)-hydroxy-(4-isopropyl-phenyl)-methyl]-pyridin-3-yl}-[1,2,4]Oxadiazol-5-yl)-3-methyl-piperidin-1-yl]-ethanone CN1CC(C1)(C)[C@@](C=1C=C(C=NC1)C1=NOC(=N1)[C@@H]1[C@@H](CN(CC1)C(C)=O)C)(C1=CC=C(C=C1)C(C)C)O